NC1=CC=C(C(=O)C=2NC(NC2C)=O)C=C1 4-(4-aminobenzoyl)-1,3-dihydro-5-methyl-2H-imidazol-2-one